FC=1C=C(C=CC1OC(C)C)C1=NNC2=NC=NC(=C21)N 3-(3-fluoro-4-isopropoxyphenyl)-1H-pyrazolo[3,4-d]pyrimidin-4-amine